C1(CC1)CCNC1CCC=2C=C(C(=C(C2C1)F)N1CC(NS1(=O)=O)=O)O 5-{7-[(2-cyclopropylethyl)amino]-1-fluoro-3-hydroxy-5,6,7,8-tetrahydronaphthalen-2-yl}-1λ6,2,5-thiadiazolidine-1,1,3-trione